2-(aminomethyl)-5-chlorobenzofuran-7-carboxylic acid NCC=1OC2=C(C1)C=C(C=C2C(=O)O)Cl